BrC1=NC(=CC=C1I)Cl 2-bromo-6-chloro-3-iodo-pyridine